ClC=1C=CC(=NC1)CN1N=C2N([C@H]([C@@H](CC2)C(F)(F)F)C(=O)O)C1=O |r| (5RS,6RS)-2-[(5-chloropyridin-2-yl)methyl]-3-oxo-6-(trifluoromethyl)-2,3,5,6,7,8-hexahydro[1,2,4]triazolo[4,3-a]pyridine-5-carboxylic acid